Sodium chlororhodium Cl[Rh].[Na]